1-(4-(2-Hydroxyethyl)-3-(pyridin-4-yl)-1H-pyrazol-5-yl)-3-(3,4,5-trifluorobenzyl)pyrrolidin-2-one OCCC=1C(=NNC1N1C(C(CC1)CC1=CC(=C(C(=C1)F)F)F)=O)C1=CC=NC=C1